C1(CC(CCC1)CN)CN hexahydrom-xylylenediamine